4-chloro-2-methyl-5-(5-(trifluoromethyl)isoxazol-3-yl)benzenesulfonyl chloride ClC1=CC(=C(C=C1C1=NOC(=C1)C(F)(F)F)S(=O)(=O)Cl)C